[Al].FC1=CC=C2C=C(C(=NC2=C1F)C)OC1=C(C(=CC=C1)F)C(C)(C)O 2-{2-[(7,8-difluoro-2-methylquinolin-3-yl)oxy]-6-fluorophenyl}propan-2-ol aluminum